C(C)OCC1=C(C=C(C=C1)C)N1C(SCC1=O)=NC(N)=O 3-(3-(2-(ethoxymethyl)-5-methylphenyl)-4-oxothiazolidin-2-ylidene)urea